1-(3,5-xylyl)-7-fluoro-benzo[H]isoquinoline C1(=CC(=CC(=C1)C)C)C1=NC=CC2=CC=C3C(=C12)C=CC=C3F